(S)-6,7-dichloro-8-methoxy-1-methyl-2,3-dihydro-1H-pyrrolo[3,4-c]quinoline hydrochloride Cl.ClC1=C(C(=CC=2C3=C(C=NC12)CN[C@H]3C)OC)Cl